C(CCCCCCCC)N(C1=CC=CC=C1)CCCCCCCCC N,N-dinonylaniline